Cl.C(C)(C)N1C(=NC(=C1)C(F)(F)F)C1=CC=C(C=C1)[C@@H](C)N (R)-1-(4-(1-isopropyl-4-(trifluoromethyl)-1H-imidazol-2-yl)phenyl)ethane-1-amine hydrochloride